10-(2-bromophenyl)-10H-phenoxazine BrC1=C(C=CC=C1)N1C2=CC=CC=C2OC=2C=CC=CC12